C(C1N(SOC1)C(=O)OC(C)(C)C)([2H])([2H])[2H] tert-butyl 4-(methyl-d3)-1,2,3-oxthiazolidine-3-carboxylate